(methoxymethyl)imidazo[1,2-b]Pyridazine-6-carboxylic acid COCC=1N=C2N(N=C(C=C2)C(=O)O)C1